(2S,4R)-N-((1s,3R)-3-(4-((3-(1-(2,2-difluoroethyl)-3-(difluoromethyl)-1H-pyrazol-4-yl)imidazo[1,2-a]pyrazin-8-yl)amino)-2-ethylbenzamido)cyclobutyl)-4-hydroxypyrrolidine-2-carboxamide FC(CN1N=C(C(=C1)C1=CN=C2N1C=CN=C2NC2=CC(=C(C(=O)NC1CC(C1)NC(=O)[C@H]1NC[C@@H](C1)O)C=C2)CC)C(F)F)F